O[C@@H]1C[C@H](N(C1)C(C(C(C)C)C1=CC(=NO1)OCCCCCC(=O)O)=O)C(NCC1=CC=C(C=C1)C1=C(N=CS1)C)=O 6-((5-(1-((2S,4R)-4-hydroxy-2-((4-(4-methylthiazol-5-yl)benzyl)carbamoyl)pyrrolidin-1-yl)-3-methyl-1-oxobutan-2-yl)isoxazol-3-yl)oxy)hexanoic acid